C1(=CC=CC=C1)C1=NC(=NC(=N1)C1=CC=CC=C1)C1=C(C=CC=C1)B1OC(C(O1)(C)C)(C)C 2,4-diphenyl-6-[2-(4,4,5,5-tetramethyl-1,3,2-dioxaborolan-2-yl)phenyl]-1,3,5-triazine